CC=1N=NSC1C(=O)O 4-methyl-1,2,3-thiadiazole-5-formic acid